P(=O)(OC1=C(C(=CC=C1)C(C)CCCCCC)C(C)CCCCCC)([O-])[O-] di-(2-octyl)phenyl phosphate